Benzyl 2-amino-4-(3,4-dimethoxyphenyl)thiophene-3-carboxylate NC=1SC=C(C1C(=O)OCC1=CC=CC=C1)C1=CC(=C(C=C1)OC)OC